FC1=CC=C(C=C1)NC1=NC=C(C(=N1)N1C=C(C=C1)C(=O)NC(CO)C1=CC=CC=C1)C 1-(2-((4-fluoro-phenyl)amino)-5-methylpyrimidin-4-yl)-N-(2-hydroxy-1-phenylethyl)-1H-pyrrole-3-carboxamide